C(C)(C)(C)OC(=O)N1CCN(CC1)CC#CC=1C=2N(C=CC1)C(=CN2)N2C(NC(CC2)=O)=O Tert-butyl-4-[3-[3-(2,4-dioxohexahydropyrimidin-1-yl)imidazo[1,2-a]pyridin-8-yl]prop-2-ynyl]piperazine-1-carboxylate